4-chloro-2-(2-methyl-2H-indazol-5-yl)pyrido[3,2-c]pyridazin-3,6(2H,5H)-dione ClC1=C2C(=NN(C1=O)C1=CC3=CN(N=C3C=C1)C)C=CC(N2)=O